O1CCC2=C1C(=CC=C2)SCC2=C(C(=O)OCC)C=CC(=C2F)F ethyl 2-(((2,3-dihydrobenzofuran-7-yl) thio) methyl)-3,4-difluorobenzoate